N1(C=NC=C1)CCCNC1=C(C(=O)NC=2C=NC=CC2)C=CC=C1 2-(3-Imidazol-1-ylpropylamino)-N-pyridin-3-ylbenzamide